2,4-diphenyl-6-(3-vinylphenyl)-1,3,5-triazine C1(=CC=CC=C1)C1=NC(=NC(=N1)C1=CC=CC=C1)C1=CC(=CC=C1)C=C